BrC=1C(=C(OCCC[C@@H]2C[C@H](NCC2)C)C=CC1)C (2R,4S)-4-[3-(3-bromo-2-methyl-phenoxy)propyl]-2-methyl-piperidine